COC(=O)N1CC(C1)C1=NC(=NO1)C1=CC(=C(C(=C1)NC(=O)C1=CN=C2N1C=CC(=C2)C)C)F 3-(3-(3-fluoro-4-methyl-5-(7-methylimidazo[1,2-a]pyridine-3-carboxamido)phenyl)-1,2,4-oxadiazol-5-yl)azetidine-1-carboxylic acid methyl ester